F[C@](CO)(C)[C@@H]1CN(CCC1)C(=O)OCC1=CC=CC=C1 |&1:1| benzyl (3S)-3-[(2RS)-2-fluoro-1-hydroxypropan-2-yl]piperidine-1-carboxylate